FC1=CC=C(OCC=2N=C3N(C=C(C=N3)C3=CC=C(C=C3)F)C2)C=C1 2-[(4-fluorophenoxy)methyl]-6-(4-fluorophenyl)imidazo[1,2-a]pyrimidine